(((3E)-4-phenylbutane-1,3-dien-1-yl)-[1,1'-biphenyl]-2-yl)phosphine tert-butyl-(2R,6S)-4-(7-fluoroquinoxalin-5-yl)-2,6-dimethylpiperazine-1-carboxylate C(C)(C)(C)OC(=O)N1[C@@H](CN(C[C@@H]1C)C1=C2N=CC=NC2=CC(=C1)F)C.C1(=CC=CC=C1)/C=C/C=CC=1C(=C(C=CC1)C1=CC=CC=C1)P